Furan-2-ylmethyl 2-(4-ethoxyphenyl)thiazole-4-carboxylate C(C)OC1=CC=C(C=C1)C=1SC=C(N1)C(=O)OCC=1OC=CC1